2,2'-methylenebis(4,6-di-tert-butylphenyl) phosphate lithium [Li+].P1(=O)(OC2=C(C=C(C=C2C(C)(C)C)C(C)(C)C)CC2=C(C(=CC(=C2)C(C)(C)C)C(C)(C)C)O1)[O-]